7-amino-8-(3-methoxy-2,6-dimethylphenyl)-2,3-dimethyl-quinoxaline-6-carbonitrile NC1=C(C=C2N=C(C(=NC2=C1C1=C(C(=CC=C1C)OC)C)C)C)C#N